[(6,6'-diphenyl[1,1'-binaphthalene]-2,2'-diyl)bis(oxy[1,1'-binaphthalene]-7,3-diyl)]dimethanol C1(=CC=CC=C1)C=1C=C2C=CC(=C(C2=CC1)C1=C(C=CC2=CC(=CC=C12)C1=CC=CC=C1)OC1=CC=C2C=C(C=C(C2=C1)C1=CC=CC2=CC=CC=C12)CO)OC1=CC=C2C=C(C=C(C2=C1)C1=CC=CC2=CC=CC=C12)CO